P(=O)([O-])([O-])[O-].[NH4+].[Fe+2].[Ni+2] nickel iron ammonium phosphate